C(C)(C)(C)[Si](OC1CC(C1)C(=O)N(C)OC)(C1=CC=CC=C1)C1=CC=CC=C1 3-[tert-butyl-(diphenyl)silyl]oxy-N-methoxy-N-methyl-cyclobutanecarboxamide